Cl.FC(C1C(CNCC1)(C(=O)OC)C)F methyl 4-(difluoromethyl)-3-methylpiperidine-3-carboxylate hydrochloride